C[SH-]C(OCC1COC2(CCC2)C1)=S O-((5-oxaspiro(3.4)octan-7-yl) methyl) S-methyldithiocarbonate